O[Si](CCCCP([O-])([O-])=O)(O)O.[Na+].[Na+] sodium 3-(trihydroxysilyl)-propylmethylphosphonate